NC=1C2=C(N=CN1)N(C(=C2C=2C=NC1=CC=CC=C1C2)C#C)C21CCC(CC2)(C1)NC(C(F)F)=O N-(4-(4-Amino-6-ethynyl-5-(quinolin-3-yl)-7H-pyrrolo[2,3-d]pyrimidin-7-yl)bicyclo-[2.2.1]heptan-1-yl)-2,2-difluoroacetamide